FC=1C=C(C=CC1OC1=C2C(=NC=C1)NC(N2C(C)C)=O)C2=NN(C(=C2C(=O)N)C(F)(F)F)C2=C(C=CC=C2)OC (3-fluoro-4-((1-isopropyl-2-keto-2,3-dihydro-1H-imidazo[4,5-b]pyridin-7-yl)oxy)phenyl)-1-(2-methoxyphenyl)-5-(trifluoromethyl)-1H-pyrazole-4-carboxamide